N-(4-(methylsulfonyl)but-3-en-2-yl)-4-phenoxy-2-(pyrrolidin-1-yl)pyrimidine-5-carboxamide CS(=O)(=O)C=CC(C)NC(=O)C=1C(=NC(=NC1)N1CCCC1)OC1=CC=CC=C1